γ-anilinopropylethyldiethoxysilane N(C1=CC=CC=C1)CCC[Si](OCC)(OCC)CC